CC(=C)C1=C(C=CC=C1)OC alpha-methyl-ortho-methoxystyrene